5-(5-{[(1R)-1-[3-(1,1-difluoro-2-hydroxyethyl)phenyl]ethyl]amino}-8-methoxypyrazolo[1,5-a]quinazolin-7-yl)-1-methyl-1,2-dihydropyridin-2-one FC(CO)(F)C=1C=C(C=CC1)[C@@H](C)NC1=NC=2N(C3=CC(=C(C=C13)C=1C=CC(N(C1)C)=O)OC)N=CC2